OCC1=CN=C(S1)NC1=NC(=C2C=CC=NC2=C1)OC1CC2CCC(C1)N2CCC#N 3-((3-exo)-3-((7-((5-(hydroxymethyl)thiazol-2-yl)amino)-1,6-naphthyridin-5-yl)oxy)-8-azabicyclo[3.2.1]oct-8-yl)propionitrile